C(CCCCCCCCCCCCC)CC(=S)O Tetradecylthioacetic acid